8-(4-(azetidin-3-yloxy)-2-chlorophenyl)-9-benzyl-6-(1-methylcyclopropoxy)-9H-purine N1CC(C1)OC1=CC(=C(C=C1)C=1N(C2=NC=NC(=C2N1)OC1(CC1)C)CC1=CC=CC=C1)Cl